C(N)(=O)C1=[N+](C=CC(=C1)NC(=O)[C@H]1O[C@]([C@@H]([C@H]1C1=C(C(=C(C=C1)F)F)OC)C)(C(F)(F)F)C)[O-] 2-carbamoyl-4-((2S,3S,4R,5R)-3-(3,4-difluoro-2-methoxyphenyl)-4,5-dimethyl-5-(trifluoromethyl)tetrahydrofuran-2-carboxamido)pyridine 1-oxide